2-(bromomethyl)-4-(2,6-difluorophenyl)thiazole BrCC=1SC=C(N1)C1=C(C=CC=C1F)F